methyl 3-(N-(2-cyclohexyl-5-(methylsulfonyl)phenyl)sulfamoyl)-4-cyclopropylbenzoate C1(CCCCC1)C1=C(C=C(C=C1)S(=O)(=O)C)NS(=O)(=O)C=1C=C(C(=O)OC)C=CC1C1CC1